C1(CC1)C=1C=C(OC=2C(=C(N=NC2)C)C(=O)OC)C=CC1 methyl 5-(3-cyclopropylphenoxy)-3-methyl-pyridazine-4-carboxylate